(S)-2-((((9H-fluoren-9-yl)methoxy)carbonyl)amino)-3-(1-(tert-butoxycarbonyl)-7-methoxy-1H-pyrrolo[2,3-c]pyridin-3-yl)propanoic acid C1=CC=CC=2C3=CC=CC=C3C(C12)COC(=O)N[C@H](C(=O)O)CC1=CN(C2=C(N=CC=C21)OC)C(=O)OC(C)(C)C